5-cyclooctyloxymethyl-oxycarbonyl-7-oxo-bicyclo[2.2.1]Hept-2-ene C1(CCCCCCC1)OCOC(=O)C1C2C=CC(C1)C2=O